1-[1-[2-[bis[(4-methoxyphenyl)methyl]amino]-3-pyridyl]ethylamino]propan-2-ol COC1=CC=C(C=C1)CN(C1=NC=CC=C1C(C)NCC(C)O)CC1=CC=C(C=C1)OC